sodium 3',6-difluoro-4'-(trifluoromethoxy)[1,1'-biphenyl]-3-sulfonate FC=1C=C(C=CC1OC(F)(F)F)C1=CC(=CC=C1F)S(=O)(=O)[O-].[Na+]